O1CC[C@H](C2=CC=CC=C12)NC(=O)C=1C=C(C=CC1)C(N1C(NC(CC1=O)(CC)CC)=[NH2+])C1=CC=CC=C1 [1-[[3-[[(4R)-chroman-4-yl]carbamoyl]phenyl]-phenyl-methyl]-4,4-diethyl-6-oxo-hexahydropyrimidin-2-ylidene]ammonium